2-chloro-1-((1-ethyl-1H-imidazol-5-yl)methyl)-1H-benzo[d]imidazole-6-carboxylic acid methyl ester COC(=O)C=1C=CC2=C(N(C(=N2)Cl)CC2=CN=CN2CC)C1